4-amino-1-ethyl-1,2,4-triazolium NN1C=N[N+](=C1)CC